BrC=1C(=NC=C(N1)Br)C(C(N)=N)C1=CC=CC=C1 (3,5-dibromopyrazin-2-yl)-2-phenylacetimidamide